C(C)(C)(C)OC(=O)N1C[C@@H](N(CC1)C=1C2=C(N(C(N1)=O)C=1C(=[N+](C=CC1C)[O-])C(C)C)N=C(C(=C2)Cl)C2=C(C=CC=C2)F)C (M)-(S)-3-(4-(4-(tert-butoxycarbonyl)-2-methylpiperazin-1-yl)-6-chloro-7-(2-fluorophenyl)-2-oxopyrido[2,3-d]pyrimidin-1(2H)-yl)-2-isopropyl-4-methylpyridine 1-oxide